FC1=CC=C(S1)CC[C@@]1(CN(CC1)C(C)(C)C=1C=CC(=NC1)C)C1=NN=CN1 |o1:8| (R or S)-5-(2-(3-(2-(5-fluorothiophen-2-yl)ethyl)-3-(4H-1,2,4-triazol-3-yl)pyrrolidin-1-yl)propan-2-yl)-2-methylpyridine